tert-butyl (2R,5S)-5-(4-chlorobenzyl)-2-(dimethylcarbamoyl)morpholine-4-carboxylate ClC1=CC=C(C[C@H]2CO[C@H](CN2C(=O)OC(C)(C)C)C(N(C)C)=O)C=C1